CN(CCCCCCCC\C=C/C\C=C/CCCCC)CCSSCCN(CCC(CCCCCCCCC)CCCCCCCC1C(C1)CCCCCCCC)C (9Z,12Z)-N-methyl-N-(2-((2-(methyl(3-(7-(2-octylcyclopropyl)heptyl)dodecyl)amino)ethyl)disulfaneyl)ethyl)octadeca-9,12-dien-1-amine